(5-bromo-2-nitro-4-(trifluoromethyl)phenyl)piperidine ammonium persulfate S(=O)(=O)([O-])OOS(=O)(=O)[O-].[NH4+].BrC=1C(=CC(=C(C1)N1CCCCC1)[N+](=O)[O-])C(F)(F)F.[NH4+]